4,6-bis{3,5-bis(mercaptomethylthio)-7-Mercapto-2,6-dithiaheptylthio}-1,3-dithiane SCSC(SCSC1SCSC(C1)SCSC(CC(SCS)SCS)SCS)CC(SCS)SCS